N1N=C(C=C1)COCC(=O)N1CC=2C=NC=3C(=C(C(=CC3C2[C@@H]1C)OC)Cl)Cl (S)-2-((1H-pyrazol-3-yl)methoxy)-1-(6,7-dichloro-8-methoxy-1-methyl-1,3-dihydro-2H-pyrrolo[3,4-c]quinolin-2-yl)ethan-1-one